C(C=C)(=O)NC=1C=C(C=CC1)C1=NC(=C2N1CCN(C2)C(=O)C=2NC=CC2)C(=O)NC2=CC=C(C=C2)C 3-(3-acrylamidophenyl)-7-(1H-pyrrole-2-carbonyl)-N-(p-tolyl)-5,6,7,8-tetrahydroimidazo[1,5-a]Pyrazine-1-carboxamide